ethyl 3-[4-(dimethylsulfamoyl) phenyl]-7-isopropyl-1H-indole-2-carboxylate CN(S(=O)(=O)C1=CC=C(C=C1)C1=C(NC2=C(C=CC=C12)C(C)C)C(=O)OCC)C